copper (II) bis(8-quinolinate) N1=CC=CC2=CC=CC(=C12)C(=O)[O-].N1=CC=CC2=CC=CC(=C12)C(=O)[O-].[Cu+2]